tert-butyl (S)-1-(3-(2-(4-(4-chlorophenyl)-2,3,9-trimethyl-6H-thieno[3,2-f][1,2,4]triazolo[4,3-a][1,4]diazepin-6-yl)acetamido)phenoxy)-3,6,9,12,15-pentaoxaoctadecan-18-oate ClC1=CC=C(C=C1)C1=N[C@H](C=2N(C3=C1C(=C(S3)C)C)C(=NN2)C)CC(=O)NC=2C=C(OCCOCCOCCOCCOCCOCCC(=O)OC(C)(C)C)C=CC2